C1CN2C(=CC=C2C(=O)C3=CC=CC=C3)C1C(=O)[O-].C(C(CO)(CO)[NH3+])O The molecule is an organoammonium salt resulting from the mixture of equimolar amounts of ketorolac and tromethamine (tris). It has potent non-sedating analgesic and moderate anti-inflammatory effects. It is used in the short-term management of post-operative pain, and in eye drops to relieve the ocular itching associated with seasonal allergic conjunctivitis. It has a role as an analgesic, a cyclooxygenase 2 inhibitor and a cyclooxygenase 1 inhibitor. It contains a ketorolac(1-) and a member of Htris.